3,3-Difluorocyclobutane-1-carboxylic acid tert-butyl ester C(C)(C)(C)OC(=O)C1CC(C1)(F)F